C(CCCCCCC\C=C/CCCCCCCC)S cis-9-octadecene-1-thiol